N-((2-amino-4-oxo-4,7-dihydro-3H-pyrrolo[2,3-d]pyrimidin-5-yl)methyl)-propan-1-amine NC=1NC(C2=C(N1)NC=C2CNCCC)=O